3-(4-(3-(3-bromopropoxy)propylsulfanyl)-1-oxoisoindolin-2-yl)piperidine-2,6-dione BrCCCOCCCSC1=C2CN(C(C2=CC=C1)=O)C1C(NC(CC1)=O)=O